N-[3-[2-(difluoromethoxy)-5-isopropylsulfanyl-phenyl]-1-[2-[4-[(3R)-3-(hydroxymethyl)morpholin-4-yl]-1-piperidyl]-2-oxo-ethyl]pyrazol-4-yl]pyrazolo[1,5-a]pyrimidine-3-carboxamide FC(OC1=C(C=C(C=C1)SC(C)C)C1=NN(C=C1NC(=O)C=1C=NN2C1N=CC=C2)CC(=O)N2CCC(CC2)N2[C@@H](COCC2)CO)F